CS(=O)(=O)C1=NC=C(C=N1)CC(CCCC)NCC(=O)NC(CCC(=O)O)C=O 4-(2-(6-(2-(methylsulfonyl)pyrimidin-5-yl)hexan-5-ylamino)acetamido)-5-oxopentanoic acid